4-(tert-butyl)-6-methyl-2-(methylamino)phenol C(C)(C)(C)C1=CC(=C(C(=C1)C)O)NC